(R)-6-bromo-N-(4-(chlorodifluoromethoxy)phenyl)-4-methyl-3,4-dihydro-2H-benzo[4,5]imidazo[2,1-b][1,3]thiazine-8-carboxamide BrC1=CC(=CC=2N=C3SCC[C@H](N3C21)C)C(=O)NC2=CC=C(C=C2)OC(F)(F)Cl